ClC1=NN2C(N=CC3=C2[C@@](CN3C(=O)NC=3C=NC(=C(C3)C(F)F)C(N(C)C)=O)(C(F)(F)F)C)=C1 (R)-2-chloro-N-(5-(difluoromethyl)-6-(dimethylcarbamoyl)pyridin-3-yl)-8-methyl-8-(trifluoromethyl)-7,8-dihydro-6H-pyrazolo[1,5-a]pyrrolo[2,3-e]pyrimidine-6-carboxamide